COC(C(C1CCCC1)N)=O 2-amino-2-cyclopentylacetic acid methyl ester